N1C=CC2=CC=C(C=C12)C1=NC(=C2N=CNC2=N1)N1CCOCC1 4-(2-(1H-indol-6-yl)-9H-purin-6-yl)morpholine